N=1C=C(N2C1C=CC=C2)C2=CC(=NC=N2)NCC=2C=NC(=CC2)N2CCCC2 (6-imidazo[1,2-a]pyridin-3-yl-pyrimidin-4-yl)-(6-pyrrolidin-1-yl-pyridin-3-ylmethyl)-amine